CC1=CC=C(O1)C(=O)NC1=C(C=CC(=C1)C(F)(F)F)N1CCN(CC1)CC=1OC=CC1 5-methyl-N-(2-(4-((furan-2-yl)methyl)piperazin-1-yl)-5-(trifluoromethyl)phenyl)furan-2-carboxamide